O=C1NC(CCC1N1C(N(C2=C1C=CC=C2[N-]CCCCCCCN[C@@H]2[C@@]1(CC[C@H](C2)C1(C)C)C)C)=O)=O N-(1-(2,6-dioxopiperidin-3-yl)-3-methyl-2-oxo-2,3-dihydro-1H-benzo[d]imidazol-4-yl)-7-(((1R,2S,4R)-1,7,7-trimethylbicyclo[2.2.1]heptane-2-yl)amino)heptylamide